F[P-](F)(F)(F)(F)F.C(C)(C)(C)C=1C=C(CN2C=[N+](C=C2)C)C=C(C1O)C(C)(C)C 1-(3,5-di-T-butyl-4-hydroxybenzyl)-3-methylimidazolium hexafluorophosphate